4-((tert-butylcarbonyl)amino)-1-(5-(6-ethoxy-1H-pyrazolo[3',4':3,4]pyrazolo[1,5-a]pyridin-4-yl) pyridin-2-yl)piperidine-4-carboxylate hydrochloride Cl.C(C)(C)(C)C(=O)NC1(CCN(CC1)C1=NC=C(C=C1)C=1C=2N(C=C(C1)OCC)N=C1C2C=NN1)C(=O)O